(6-(1-methyl-1H-pyrazol-4-yl)pyrazolo[1,5-a]pyridin-3-yl)methanone CN1N=CC(=C1)C=1C=CC=2N(C1)N=CC2C=O